[Si](C1=CC=CC=C1)(C1=CC=CC=C1)(C(C)(C)C)OC1CCC(CC1)C1=C(C(=NC(=N1)Cl)N)N ((1r,4r)-4-((tert-butyldiphenylsilyl)oxy)cyclohexyl)-2-chloropyrimidine-4,5-diamine